4-vinylbenzyl-triethylammonium chloride [Cl-].C(=C)C1=CC=C(C[N+](CC)(CC)CC)C=C1